BrC=1C=C(C(=NC1)C(=O)N(C)C1CC1)C(F)F 5-bromo-N-cyclopropyl-3-(difluoromethyl)-N-methylpyridinamide